C(C)C(C(=O)OCCOCCOCCOC(C(CCCC)CC)=O)CCCC triethyleneglycol di(2-ethylhexanoate)